Tert-butyl {(1S,3R)-3-[ethyl(2-nitrobenzene-1-sulfonyl)amino]cyclopentyl}carbamate C(C)N([C@H]1C[C@H](CC1)NC(OC(C)(C)C)=O)S(=O)(=O)C1=C(C=CC=C1)[N+](=O)[O-]